C(#N)C1=CC(=CC2=C1N(C(=N2)C2=NC=CC=C2SCC)C)C(F)(F)F 7-cyano-2-(3-ethylsulfanyl-pyridin-2-yl)-1-methyl-5-trifluoromethyl-1H-benzimidazole